ClC1=CC=C(CC2C(N(CCCC2)C2=CC=C(C=C2)C2=CC=NC=C2)=O)C=C1 3-(4-chlorobenzyl)-1-(4-(pyridin-4-yl)phenyl)azepan-2-one